C(#N)C1=NC2=CC(=CC(=C2N=C1N1CCC2(CC(C2)(F)F)CC1)[C@@H](C)NC1=C(C(=O)O)C=CC=C1)C (R)-2-((1-(2-cyano-3-(2,2-difluoro-7-azaspiro[3.5]nonan-7-yl)-7-methyl-quinoxalin-5-yl)ethyl)amino)benzoic acid